(tert-butoxycarbonyl)-Z-valyl-Z-alanine C(C)(C)(C)OC(=O)N[C@@H](C(C)C)C(=O)N[C@@H](C)C(=O)O